C(C)O[Si](CCCP([S-])=S)(OCC)OCC 3-triethoxysilyl-1-propyldithiophosphinate